ClC=CCN[C@@H]1CCC2=CC=CC=C12 N-(3-chloroallyl)-1(R)-aminoindan